BrC=1C(C(=CC(C1)=O)Br)=O 2,6-Dibromobenzoquinone